OC=1C=C(C=O)C=CC1.[Na] sodium m-hydroxybenzaldehyde